CC1=NC(=CC(=N1)N1N=CC=2C=NC(=CC21)[C@]2(CC21CC1)C#N)S(=O)(=O)C |o1:16| (R or S)-1-(1-(2-methyl-6-(methylsulfonyl)pyrimidin-4-yl)-1H-pyrazolo[4,3-c]pyridin-6-yl)spiro[2.2]pentane-1-carbonitrile